(S)-4-ethyl-8-fluoro-4-hydroxy-11-methyl-3,14-dioxo-3,4,12,14-tetrahydro-1H-pyrano[3',4':6,7]indolizino[1,2-b]quinolin-9-yl piperazine-1-carboxylate N1(CCNCC1)C(=O)OC1=CC=2C(=C3C(=NC2C=C1F)C1=CC2=C(C(N1C3)=O)COC([C@]2(O)CC)=O)C